2,4-Bis{4-[(3-(4-methylpiperazin-1-yl)propyl)aminomethyl]phenyl}thieno[3,2-d]pyrimidine CN1CCN(CC1)CCCNCC1=CC=C(C=C1)C=1N=C(C2=C(N1)C=CS2)C2=CC=C(C=C2)CNCCCN2CCN(CC2)C